(±)-4-[3-[(4,5-Dichloro-1-methyl-indole-2-carbonyl)amino]tetrahydrofuran-3-yl]-2-ethyl-benzoic acid ClC1=C2C=C(N(C2=CC=C1Cl)C)C(=O)N[C@@]1(COCC1)C1=CC(=C(C(=O)O)C=C1)CC |r|